2,4-dichloroanilinediazonium ClC1=C(N[N+]#N)C=CC(=C1)Cl